CC(C1CO1)(CC1=CC=C(C=C1)C=C)OC(C1CO1)(C)CC1=CC=C(C=C1)C=C methyl-p-vinylbenzylglycidyl ether